Methyl 2-(2-(5-chloro-1-methyl-1H-imidazol-4-yl)-6-fluorophenyl)-3-fluoroimidazo[1,2-a]pyridine-7-carboxylate ClC1=C(N=CN1C)C1=C(C(=CC=C1)F)C=1N=C2N(C=CC(=C2)C(=O)OC)C1F